C(C1=CC=CC=C1)OC1=NC(=CC=C1C=1C=C(C=CC1)N1CCC(CC1)N(C(OC(C)(C)C)=O)C)OCC1=CC=CC=C1 tert-butyl N-[1-[3-(2,6-dibenzyloxy-3-pyridyl)phenyl]-4-piperidyl]-N-methyl-carbamate